ClC1=CC(=C(C=C1)CN(C(O)=O)C)F.C(C1=CC=CC=C1)OC[C@H](CO[Si](C1=CC=CC=C1)(C1=CC=CC=C1)C(C)(C)C)OCCCCCCCCCCCCCC (R)-(3-(benzyloxy)-2-(tetradecyloxy)propoxy)(tert-butyl)diphenylsilane 4-chloro-2-fluorophenyl-N,N-dimethylcarbamate